FC1=C(C(=O)Cl)C=CC(=C1F)F 2,3,4-trifluorobenzoyl chloride